C(C)[C@](N(C(C)C)C(=O)OCC)(C(C)C)C(=O)O ethyl-N-(ethoxycarbonyl)-N-isopropylvaline